1H-benzotriazole-1-oxy-tripyrrolidinylphosphonium hexafluorophosphate F[P-](F)(F)(F)(F)F.N1(N=NC2=C1C=CC=C2)O[P+](N2CCCC2)(N2CCCC2)N2CCCC2